CC(C(C)O)(C)O 3-methylbutan-2,3-diol